CN1CCN(CC1)C1COC2(C1)CCN(CC2)S(=O)(=O)C=2C=C(C=CC2)C 3-(4-methylpiperazin-1-yl)-8-(m-tolylsulfonyl)-1-oxa-8-azaspiro[4.5]decane